1-(6-(4-carboxyphenoxy)hexyl)pyridin-1-ium bromide [Br-].C(=O)(O)C1=CC=C(OCCCCCC[N+]2=CC=CC=C2)C=C1